5-(4-((1-(3-((4-((3-chloro-4-fluorophenyl)amino)-7-methoxyquinazolin-6-yl)oxy)propyl)piperidin-4-yl)methyl)-3,5-dimethylpiperazin-1-yl)-2-(2,6-dioxopiperidin-3-yl)isoindoline-1,3-dione ClC=1C=C(C=CC1F)NC1=NC=NC2=CC(=C(C=C12)OCCCN1CCC(CC1)CN1C(CN(CC1C)C=1C=C2C(N(C(C2=CC1)=O)C1C(NC(CC1)=O)=O)=O)C)OC